3-amino-1-((2,2-difluorocyclopropyl)methyl)-N-(1-methylcyclopropyl)-2,4-dioxo-1,2,3,4-tetrahydroquinazoline-6-sulfonamide NN1C(N(C2=CC=C(C=C2C1=O)S(=O)(=O)NC1(CC1)C)CC1C(C1)(F)F)=O